Cl.C(C)(C)N(CCC1=CNC2=CC=CC=C12)C(C)C diisopropyltryptamine hydrochloride